C(C=C)S(=O)(=O)C1=NN=C(S1)N 5-allylsulfonyl-[1,3,4]thiadiazole-2-amine